ClC1=C(C=CC(=C1)Br)B(O)O 2-chloro-4-bromophenylboronic acid